C(C1=CC=CC=C1)OC(=O)N[C@@H]1CN(CC=CC1)C(=O)OCC1=CC=CC=C1 benzyl (S)-3-(((benzyloxy) carbonyl) amino)-2,3,4,7-tetrahydro-1H-azepine-1-carboxylate